tert-butyl (3S)-7-hydroxy-3-[(1R)-1-hydroxy-2-[[3-(2-pyridyl)benzoyl]-amino]ethyl]-3,4-dihydro-1H-isoquinoline-2-carboxylate OC1=CC=C2C[C@H](N(CC2=C1)C(=O)OC(C)(C)C)[C@@H](CNC(C1=CC(=CC=C1)C1=NC=CC=C1)=O)O